thiobis(dioctadecyl propionate) S(C(C(=O)[O-])(CCCCCCCCCCCCCCCCCCC)CCCCCCCCCCCCCCCCCC)C(C(=O)[O-])(CCCCCCCCCCCCCCCCCCC)CCCCCCCCCCCCCCCCCC